dimethyl-2,4-furandicarboxylic acid CC1=C(C(=C(O1)C(=O)O)C)C(=O)O